[NH+]1=CC=CC=C1.C1(C=CC=C2OC3=CC=CC=C3N=C12)=O Phenoxazinone pyridinium salt